4-((1H-Indazol-5-yl)ethynyl)-N-((5-(trifluoromethyl)pyridin-2-yl)methyl)-[2,4'-bipyrimidin]-2'-amine N1N=CC2=CC(=CC=C12)C#CC1=NC(=NC=C1)C1=NC(=NC=C1)NCC1=NC=C(C=C1)C(F)(F)F